CC=1N=C(N(C1C(=O)NCCC)OC)C1=CC(=CC=C1)C#N 4-methyl-2-(3-cyanophenyl)-1-methoxy-N-propyl-1H-imidazole-5-carboxamide